FC(C(=O)N1[C@H](CN(CC1)C=1C2=C(N=C(N1)OC[C@H]1N(CCC1)C)C[C@@H](OC2)C2=CC=CC1=CC=CC(=C21)C)CC#N)=C 2-((S)-1-(2-fluoroacryloyl)-4-((R)-7-(8-methylnaphthalen-1-yl)-2-(((S)-1-methylpyrrolidin-2-yl)methoxy)-7,8-dihydro-5H-pyrano[4,3-d]pyrimidin-4-yl)piperazin-2-yl)acetonitrile